C1(=CC=CC=C1)C1=CC=CC2=C(C3=CC=CC=C3C=C12)O 4-(phenyl)-9-anthracenol